(E)-4-(4-methoxyphenyl)-2-(2-methyl-2H-indazol-5-yl)-8-((2-methylpropylidene)amino)-6-(2,2,2-trifluoroethoxy)pyrido[2,3-b]pyrazin-3(4H)-one COC1=CC=C(C=C1)N1C2=C(N=C(C1=O)C1=CC3=CN(N=C3C=C1)C)C(=CC(=N2)OCC(F)(F)F)/N=C/C(C)C